(S)-1-(1-naphthyl)ethyl-ammonium chloride [Cl-].C1(=CC=CC2=CC=CC=C12)[C@H](C)[NH3+]